Glyoxylic acid monohydrate O.C(C=O)(=O)O